N(N)C(N)=N hydrazine-carboximidamide